dicosyl-dimethyl-hydroxyethyl-ammonium bromide [Br-].C(CCCCCCCCCCCCCCCCCCC)C(C[NH+](C)C)(O)CCCCCCCCCCCCCCCCCCCC